[(2S)-1-[2-(2-bromo-1H-indol-3-yl)ethyl]pyrrolidin-2-yl]methanol BrC=1NC2=CC=CC=C2C1CCN1[C@@H](CCC1)CO